O1C(=NC=C1)C1=CC=C2C(=N1)C=NN2 5-oxazol-2-yl-pyrazolo[4,3-b]pyridin